heptadecane-2,5-diol CC(CCC(CCCCCCCCCCCC)O)O